(1-(2,3-dihydroxypropyl)-6-fluoro-2-(1-hydroxy-2-methylpropan-2-yl)-1H-indol-5-yl)cyclopropanecarboxamide OC(CN1C(=CC2=CC(=C(C=C12)F)C1(CC1)C(=O)N)C(CO)(C)C)CO